C(#N)C1=C(OCC2=NC=CC(=N2)OC2CCN(CC2)CC2=NC3=C(N2C[C@H]2OCC2)C=C(C=C3)C(=O)O)C=C(C(=C1)F)F 2-{[4-({2-[(2-cyano-4,5-difluorophenoxy)methyl]pyrimidin-4-yl}oxy)piperidin-1-yl]methyl}-1-{[(2S)-oxetan-2-yl]methyl}-1H-1,3-benzodiazole-6-carboxylic acid